N[C@@H](C(C)C)C(=O)OC[C@H]1O[C@@]([C@@H]2OC(CCCC(O[C@@H]21)=O)=O)(C#N)C2=CC=C1C(=NC=NN12)N ((7aR,8R,10R,10aR)-10-(4-aminopyrrolo[2,1-f][1,2,4]triazin-7-yl)-10-cyano-2,6-dioxooctahydro-2H-furo[3,4-b][1,4]dioxonin-8-yl)methyl L-valinate